FC1=CC2=C(N=C(S2)NCC2N(C3CC(C2)C3)C(=O)C=3N=C(SC3C3=CC=CC=C3)C)C=C1 6-Fluoro-N-{[2-(2-methyl-5-phenyl-1,3-thiazol-4-carbonyl)-2-azabicyclo[3.1.1]heptan-3-yl]methyl}-1,3-benzothiazol-2-amin